5-acetyl-2,4-dimethylthiazole C(C)(=O)C1=C(N=C(S1)C)C